CN1CCC2(CC1)NC(C=1N2C(C(=CC1C)NC1=C(C(=NC=N1)NC(=O)C1CC1)C)=O)=O N-(6-((1',8-dimethyl-1,5-dioxo-1,5-dihydro-2H-spiro[imidazo[1,5-a]pyridin-3,4'-piperidin]-6-yl)amino)-5-methylpyrimidin-4-yl)cyclopropanecarboxamide